(S)-1-(1H-pyrrolo[3,2-b]pyridine-2-carbonyl)-N-(3,4,5-trifluorophenyl)pyrrolidine-3-carboxamide N1C(=CC2=NC=CC=C21)C(=O)N2C[C@H](CC2)C(=O)NC2=CC(=C(C(=C2)F)F)F